C=C(CCO)C=C 3-methylenepent-4-en-1-ol